N1=CC=C(C2=CC=CC=C12)C(=O)N 4-Quinolinecarboxamide